4-((2-cyanophenyl)thio)-6-(1-((R)-1-((R)-2-hydroxypropanoyl)piperidin-3-yl)-1H-pyrazol-4-yl)pyrazolo[1,5-a]pyridine-3-carbonitrile C(#N)C1=C(C=CC=C1)SC=1C=2N(C=C(C1)C=1C=NN(C1)[C@H]1CN(CCC1)C([C@@H](C)O)=O)N=CC2C#N